FC=1C(=C(C=C(C1)F)N1CN(C(C2=CC(=CC=C12)C(F)(F)F)=O)C1=C(NC(C=C1)=O)C)C 1-(3,5-difluoro-2-methylphenyl)-3-(2-methyl-6-oxo-1,6-dihydropyridin-3-yl)-6-(trifluoromethyl)-2,3-dihydroquinazolin-4(1H)-one